3,8,8,11a-tetramethyldodecahydro-3,5a-epoxynaphtho[2,1-c]oxepin CC12CCC3C(CO1)(CCC1C(CCCC13C)(C)C)O2